8-chloro-[1,2,4]triazolo[1,5-a]pyridin-2-amine ClC=1C=2N(C=CC1)N=C(N2)N